5-cyano-2-(trifluoromethyl)benzenesulfonyl chloride C(#N)C=1C=CC(=C(C1)S(=O)(=O)Cl)C(F)(F)F